C1CC12NCCN(C2)C2=CC=C(N=N2)NC(=O)C=2C(=CC=1N(C2)C=C(N1)C)OCC N-(6-4,7-diazaspiro[2.5]octan-7-ylpyridazin-3-yl)-7-ethoxy-2-methylimidazo[1,2-a]pyridine-6-carboxamide